(6-Chloro-1-(4-(trifluoromethyl)phenyl)-1H-indol-5-yl)carbamic acid tert-butyl ester C(C)(C)(C)OC(NC=1C=C2C=CN(C2=CC1Cl)C1=CC=C(C=C1)C(F)(F)F)=O